5-methoxy-8,8-dimethyl-2-(3,4,5-trimethoxyphenyl)-4H,8H-pyrano[2,3-f]chromen-4-one COC1=C2C(=C3C=CC(OC3=C1)(C)C)OC(=CC2=O)C2=CC(=C(C(=C2)OC)OC)OC